3-(1-amino-1,3-dihydrospiro[indene-2,4'-piperidin]-1'-yl)-6-((2,3-dichlorophenyl)thio)pyrazine-2-carboxamide NC1C2=CC=CC=C2CC12CCN(CC2)C=2C(=NC(=CN2)SC2=C(C(=CC=C2)Cl)Cl)C(=O)N